FC1=CC=C(C=C1)N1N=CC2=CC(=CC=C12)N1[C@@H](CN(CC1)S(=O)(=O)C=1C=NN(C1)C)C (R)-1-(4-fluorophenyl)-5-(2-methyl-4-((1-methyl-1H-pyrazol-4-yl)sulfonyl)piperazin-1-yl)-1H-indazole